((3R)-1-(7-(2-amino-7-fluorobenzo[d]thiazol-4-yl)-8-fluoro-2-(((2R,7aS)-2-fluorotetrahydro-1H-pyrrolizin-7a(5H)-yl)methoxy)-6-(trifluoromethyl)quinazolin-4-yl)pyrrolidin-3-yl)methanol NC=1SC2=C(N1)C(=CC=C2F)C2=C(C=C1C(=NC(=NC1=C2F)OC[C@]21CCCN1C[C@@H](C2)F)N2C[C@@H](CC2)CO)C(F)(F)F